2,3-bis-(2'-hydroxyethyl)-1-cyclohexanol OCCC1C(CCCC1CCO)O